tert-butyl N-(4-{2-[(4-chloro-1H-indol-6-yl)amino]-1H-1,3-benzodiazol-5-yl}cyclohexyl)carbamate ClC1=C2C=CNC2=CC(=C1)NC1=NC2=C(N1)C=CC(=C2)C2CCC(CC2)NC(OC(C)(C)C)=O